FC1=C(C=C(C=C1C)F)C1=CC=CC=C1 2,5-Difluoro-3-methyl[biphenyl]